COCC[C@H](N)C(=O)O O-methyl-L-homoserine